[Se-2].[Li+].[Li+] Lithium-selenide